1-(6-bromo-2-methyl-3-pyridinyl)ethanone BrC1=CC=C(C(=N1)C)C(C)=O